4-(4,4-DIFLUORO-2-OXOPIPERIDIN-1-YL)-N-(3-(PYRIDIN-2-YLETHYNYL)PHENYL)BENZAMIDE FC1(CC(N(CC1)C1=CC=C(C(=O)NC2=CC(=CC=C2)C#CC2=NC=CC=C2)C=C1)=O)F